2-{6-[(2,6-dimethylpiperidin-4-yl)oxy]pyridazin-3-yl}-5-(1H-pyrazol-1-yl)phenol CC1NC(CC(C1)OC1=CC=C(N=N1)C1=C(C=C(C=C1)N1N=CC=C1)O)C